CN1C(=CC=2C=NC(=CC21)NC2=CC=C(C=C2)SC)C=2C=NN(C2)C 1-methyl-2-(1-methyl-1H-pyrazol-4-yl)-N-(4-(methylthio)phenyl)-1H-pyrrolo[3,2-c]pyridin-6-amine